C(=O)O.CN(C1CCCC=2C=CC(=NC12)NC=1C=CC(=C2CNC(C12)=O)C1=CN=C2N1C=CC(=C2)F)C 7-[[8-(dimethylamino)-5,6,7,8-tetrahydroquinolin-2-yl]amino]-4-(7-fluoroimidazo[1,2-a]pyridin-3-yl)isoindolin-1-one Formic acid salt